(S)-N-(2-amino-2-oxoethyl)-2-(2-aminoacetylamino)-3-(perfluorophenyl)propanamide NC(CNC([C@H](CC1=C(C(=C(C(=C1F)F)F)F)F)NC(CN)=O)=O)=O